N-(8'-bromo-4'H-spiro[cyclopropane-1,5'-naphtho[2,1-d]isoxazol]-3'-yl)-2,6-dimethoxy-4-(methylsulfonyl)benzenesulfonamide BrC1=CC=C2C3(CC=4C(=NOC4C2=C1)NS(=O)(=O)C1=C(C=C(C=C1OC)S(=O)(=O)C)OC)CC3